BrC1=C(SC=C1)C#N bromothiophenecarbonitrile